C(C=C)(=O)OCC(COC(C=C)=O)(C)C 2,2-Dimethylpropane-1,3-diyl diacrylate